C(C)C=1C=NNC1C(=O)OC methyl 4-ethyl-1H-pyrazole-5-carboxylate